(S,6S)-N'-((7-fluoro-2,4,5,6-tetrahydro-1H-cyclobuta[f]inden-3-yl)carbamoyl)-6-(methylamino)-6,7-dihydro-5H-pyrazolo[5,1-b][1,3]oxazine-3-sulfonimidamide FC=1C=2CCCC2C(=C2C1CC2)NC(=O)N=[S@@](=O)(N)C=2C=NN1C2OC[C@H](C1)NC